ClC=1C=CC(=C(CN(C(=O)C=2C(=NN(C2F)C)C(F)F)C2CC2)C1)C(F)(F)F N-[5-chloro-2-(trifluoromethyl)benzyl]-N-cyclopropyl-3-(difluoromethyl)-5-fluoro-1-methyl-1H-pyrazole-4-amide